(S)-1-(2-(2-nitrobenzoyl)hydrazino)-1-oxopent-4-en-2-ylcarbamic acid tert-butyl ester C(C)(C)(C)OC(N[C@H](C(=O)NNC(C1=C(C=CC=C1)[N+](=O)[O-])=O)CC=C)=O